[Cl-].[Cl-].[Ti+4].FC(=C1C2=C(C=3C(C=CC3C3=C1C=CC=C3)C[Si](=O)N(C(C)(C)C)C)C=CC=C2)F (8-difluoromethylene-1,8-dihydrodibenzo[e,h]azulen-1-yl)-N-(1,1-dimethylethyl)dimethylsilanamide titanium (IV) dichloride